C1N(CC12CCC2)S(=O)(=O)C2=C(C(=C(C=C2CCCCC)O)C2CCCC(=C2)C)O 3-((2-azaspiro[3.3]heptan-2-yl)sulfonyl)-5'-methyl-4-pentyl-1',2',3',4'-tetrahydro-[1,1'-biphenyl]-2,6-diol